NC=CC amino-propylene